1-(2-(6-(Difluoromethyl)imidazo[1,2-a]pyrazin-3-yl)pyrimidin-4-yl)pyrrolidine-3-carboxamide FC(C=1N=CC=2N(C1)C(=CN2)C2=NC=CC(=N2)N2CC(CC2)C(=O)N)F